aminopropyltri-methyloxysilane NCCC[Si](OC)(OC)OC